Bis-(2-isocyanato-prop-2-yl)-benzene N(=C=O)C(C)(C)C1=C(C=CC=C1)C(C)(C)N=C=O